C(CCCCCCCCCCCC)COCC(=O)O 2-(tridecylmethoxy)acetic acid